pyridine thiophenecarboxylate S1C(=CC=C1)C(=O)O.N1=CC=CC=C1